The molecule is a sesquiterpene lactone that is decahydroazuleno[4,5-b]furan-2(3H)-one substituted by methylidene groups at positions 3, 6 and 9 and an acetlyoxy group at position 8. Isolated from Zaluzania triloba and Laurus nobilis, it exhibits trypanocidal activity. It has a role as a metabolite and a trypanocidal drug. It is a gamma-lactone, a sesquiterpene lactone, an organic heterotricyclic compound, an acetate ester and a guaiane sesquiterpenoid. CC(=O)O[C@H]1C[C@@H]2[C@H](C1=C)[C@@H]3[C@@H](CCC2=C)C(=C)C(=O)O3